(3-(azetidin-3-yl)-1H-pyrazolo[4,3-c]pyridin-6-yl)acetamide trifluoroacetate FC(C(=O)O)(F)F.N1CC(C1)C1=NNC2=C1C=NC(=C2)CC(=O)N